N6-(3-aminocyclobutyl)-N4-(3,4-dichloro-2-fluorophenyl)-7-methoxyquinazoline-4,6-diamine TFA salt OC(=O)C(F)(F)F.NC1CC(C1)NC=1C=C2C(=NC=NC2=CC1OC)NC1=C(C(=C(C=C1)Cl)Cl)F